4-hydroxymethyl-benzyl alcohol OCC1=CC=C(CO)C=C1